1-((((9H-fluoren-9-yl)methoxy)carbonyl)amino)cyclopropane-1-carboxylic acid C1=CC=CC=2C3=CC=CC=C3C(C12)COC(=O)NC1(CC1)C(=O)O